6-Methyl-3-(4-methylphenyl)-2-[1-(9H-purin-6-ylamino)ethyl]-4H-pyrido[1,2-a]pyrimidin-4-one Trifluoroacetic Acid Salt FC(C(=O)O)(F)F.CC1=CC=CC=2N1C(C(=C(N2)C(C)NC2=C1N=CNC1=NC=N2)C2=CC=C(C=C2)C)=O